O=C1NC(CCC1N1C(C2=CC=CC(=C2C1)NCC(=O)NCCCCNC(OC(C)(C)C)=O)=O)=O tert-butyl (4-(2-((2-(2,6-dioxopiperidin-3-yl)-1-oxoisoindolin-4-yl)amino)acetamido)butyl)carbamate